(S)-4-methyl-2-(4-methylphenyl-sulphonamido)-N-(6-(4-methylpiperidin-1-yl)pyrimidin-4-yl)pentanamide CC(C[C@@H](C(=O)NC1=NC=NC(=C1)N1CCC(CC1)C)NS(=O)(=O)C1=CC=C(C=C1)C)C